(1R,2S)-N-(2,2-difluoroethyl)-1-hydroxy-2-((S)-5H-imidazo[5,1-a]isoindol-5-yl)-7-azaspiro[3.5]nonane-7-carboxamide FC(CNC(=O)N1CCC2(C[C@H]([C@H]2O)[C@@H]2N3C(C4=CC=CC=C24)=CN=C3)CC1)F